FC1=C(N)C=CC(=C1)OC1CCN(CC1)CCF 2-fluoro-4-((1-(2-fluoroethyl)piperidin-4-yl)oxy)aniline